COC1=C2C=CC(OC2=CC=C1NC(=O)NC1=CC2=C(NC(=N2)C2=CC=C(C=C2)CCC)C=C1)(C)C 1-(5-methoxy-2,2-dimethyl-2H-chromen-6-yl)-3-(2-(4-propylphenyl)-1H-benzo[d]imidazol-5-yl)urea